6-ethyl-1,3-benzenediol C(C)C1=CC=C(C=C1O)O